4-(6-(7-(aminomethyl)-7-(5-methylisoxazol-3-yl)-3-azabicyclo[4.1.0]heptan-3-yl)-1H-pyrazolo[3,4-b]pyrazin-3-yl)-3-chloropyridin-2-amine NCC1(C2CCN(CC12)C1=CN=C2C(=N1)NN=C2C2=C(C(=NC=C2)N)Cl)C2=NOC(=C2)C